7-(3'-(dimethylamino)-2',3'-dihydrospiro[cyclopropane-1,1'-inden]-6'-yl)-2-(((3S,4R)-3-hydroxytetrahydro-2H-pyran-4-yl)amino)-N,N-dimethyl-7H-pyrrolo[2,3-d]pyrimidine-6-carboxamide CN(C1CC2(C3=CC(=CC=C13)N1C(=CC3=C1N=C(N=C3)N[C@H]3[C@@H](COCC3)O)C(=O)N(C)C)CC2)C